ClC=1C(=C(C=C(C1)O)N1CC=2N=C(N=C(C2CC1)N1C[C@@](CCC1)(O)C)OCC12CCCN2CCC1)C1CC1 (R)-1-(7-(3-chloro-2-cyclopropyl-5-hydroxyphenyl)-2-((hexahydro-1H-pyrrolizin-7a-yl)methoxy)-5,6,7,8-tetrahydropyrido[3,4-d]pyrimidin-4-yl)-3-methylpiperidin-3-ol